NC1=CC=CC(=N1)S(=O)(=O)NC(=O)C=1C(=NC(=CC1)C1=CC=C(C=C1)OCC)C1=CC=C(C=C1)C N-[(6-Amino-2-pyridyl)sulfonyl]-6-(4-ethoxyphenyl)-2-(p-tolyl)pyridin-3-carboxamid